CN1C(=CC=2C1=NC=CC2)C(=O)O.C(CCCCCCC\C=C/C\C=C/CCCCC)(=O)OC[C@@H](OC(CCCCCCC\C=C/C\C=C/CCCCC)=O)COP(=O)(O)OCCN 1,2-dilinoleoyl-sn-glycero-3-phosphoethanolamine Methyl-1H-pyrrolo[2,3-b]pyridine-2-carboxylate